(S)-N-((R)-1-(4-Bromopyridin-3-yl)pent-4-en-1-yl)-2-methylpropane-2-sulfinamide BrC1=C(C=NC=C1)[C@@H](CCC=C)N[S@@](=O)C(C)(C)C